Nickel 5-bromo-10,15,20-triphenylporphyrin BrC=1C2=CC=C(N2)C(=C2C=CC(C(=C3C=CC(=C(C=4C=CC1N4)C4=CC=CC=C4)N3)C3=CC=CC=C3)=N2)C2=CC=CC=C2.[Ni]